9-(2-amino-6-chloropyrimidin-4-yl)-1-(3,4-difluorophenyl)-1,9-diazaspiro[5.5]Undecan-2-one NC1=NC(=CC(=N1)N1CCC2(CCCC(N2C2=CC(=C(C=C2)F)F)=O)CC1)Cl